1-(2-((1R,4aS,4bS,6aR,8R,10aR,10bS,12aS)-10a-cyclopropyl-8-hydroxy-8,12a-dimethyloctadecahydrochrysen-1-yl)-2-oxoethyl)-1H-pyrazole-4-carbonitrile C1(CC1)[C@]12CC[C@@](C[C@H]1CC[C@H]1[C@@H]3CCC[C@H]([C@]3(CC[C@H]21)C)C(CN2N=CC(=C2)C#N)=O)(C)O